COC1(CCC23C(CCC2C(C1C3)(C)C)C)C octa-hydro-6-methoxy-3,6,8,8-tetramethyl-1H-3a,7-methanoazulen